O1NC=CCC=C1 2,5-dihydro-1,2-oxaazepin